N-(1,3-dihydroxypropan-2-yl)-2-hydroxy-5-methylbenzamide OCC(CO)NC(C1=C(C=CC(=C1)C)O)=O